ClC=1C=C2C(CN(CC2=C(C1)Cl)C)C1=CC=C(C=C1)S(=O)(=O)NCCOCCOCCOCCNC(C(=O)NCCOCCOCCOCCNS(=O)(=O)C1=CC=C(C=C1)C1CN(CC2=C(C=C(C=C12)Cl)Cl)C)=O N1,N2-bis(2-(2-(2-(2-(4-(6,8-dichloro-2-methyl-1,2,3,4-tetrahydroisoquinolin-4-yl)phenylsulfonamido)ethoxy)ethoxy)ethoxy)ethyl)oxalamide